FC(CC=O)(C(C(C(C(C(F)(F)F)(F)F)(F)F)(F)F)(F)F)F 3,3,4,4,5,5,6,6,7,7,8,8,8-tridecafluorooctanal